(R)-N-((1-(tert-butyl)-1H-tetrazol-yl)(cyclohexyl)methyl)-4-(trifluoromethyl)aniline C(C)(C)(C)N1N=NN=C1[C@H](NC1=CC=C(C=C1)C(F)(F)F)C1CCCCC1